FC=1C=C(C=C(C1CN(CC1NC(CC1)=O)C)OC)C=1C=C(C=CC1)C=1C([C@@H](C=CC1)NC(=O)C1=CN=CN(C1=O)C)(C)C (R)-N-(3''-fluoro-5''-methoxy-2,2-dimethyl-4''-((methyl((5-oxopyrrolidin-2-yl)methyl)amino)methyl)-[1,1':3',1''-terphenyl]-3-yl)-1-methyl-6-oxo-1,6-dihydropyrimidine-5-carboxamide